NC=1C=CC(=C(C(=O)O)C1)C(F)(F)F 5-amino-2-(trifluoromethyl)benzoic acid